FCOC(O)=O.OC1=CC=C(C=C1)C(C)(C)C1=CC=C(C=C1)O bisphenol A fluoromethyl-carbonate